C(C1=CC=CC=C1)(=O)C1=CC=C(C(=O)NCC(=O)N2[C@H]3C[C@]3(CC2C(=O)OCC)C)C=C1 ethyl (1S,5S)-2-((4-benzoylbenzoyl)glycyl)-5-methyl-2-azabicyclo[3.1.0]hexane-3-carboxylate